hexane-3-yne-2,5-diol ditrimethylphenylglyoxylate CC1=C(C(=C(C=C1)C(C(=O)OC(C)C#CC(C)OC(C(=O)C1=C(C(=C(C=C1)C)C)C)=O)=O)C)C